Cl.FC([C@@H](C)N)(F)F (2R)-1,1,1-trifluoro-2-propylamine hydrochloride